(1R,2S,3R,5R)-3-(5-(4-Benzylthiazol-2-yl)-2-chloro-7H-pyrrolo[2,3-d]pyrimidin-7-yl)-5-(1-phenethylpiperidin-4-yl)cyclopentane-1,2-diol C(C1=CC=CC=C1)C=1N=C(SC1)C1=CN(C=2N=C(N=CC21)Cl)[C@H]2[C@@H]([C@@H]([C@H](C2)C2CCN(CC2)CCC2=CC=CC=C2)O)O